ClC=1C=CC(=C(C1)[C@]1(C(NC2=CC=CC(=C12)C(F)(F)F)=O)O)O |r| (±)-3-(5-chloro-2-hydroxyphenyl)-1,3-dihydro-3-hydroxy-4-(trifluoromethyl)-2H-indol-2-one